[N+](=O)([O-])C=1C(=C(C=CC1)O)N1N=NN=C1 nitro-2-(1H-tetrazol-1-yl)phenol